S(SC=1C=C(C=2C(C3=CC=CC=C3SC2C1)=O)O)C=1C=C(C=2C(C3=CC=CC=C3SC2C1)=O)O 3,3'-disulfandiylbis(1-hydroxy-9H-thioxanthene-9-one)